NC1=NC=NN2C1=C(C=C2C=2C=CC(=C(C(=O)N[C@@H]1CN(C[C@@H]1F)C(C1=C(C=C(C(=C1)F)F)F)=O)C2)C)C(F)(F)F 5-[4-Amino-5-(trifluoromethyl)pyrrolo[2,1-f][1,2,4]triazin-7-yl]-N-[(3R,4S)-4-fluoro-1-(2,4,5-trifluorobenzoyl)pyrrolidin-3-yl]-2-methylbenzamid